C(C)C1=CC=C(C=C1)N1N=CC(=C1)C=1C=C2C(=CNC2=CC1)NC(C(=O)NCC(F)(F)F)=O N1-(5-(1-(4-ethylphenyl)-1H-pyrazol-4-yl)-1H-indol-3-yl)-N2-(2,2,2-trifluoroethyl)oxalamide